(R)-5-(3-chloroimidazo[1,2-a]pyrimidin-6-yl)-N-(1,1,1-trifluoropropan-2-yl)pyrrolo[2,1-f][1,2,4]triazin-2-amine ClC1=CN=C2N1C=C(C=N2)C=2C=CN1N=C(N=CC12)N[C@@H](C(F)(F)F)C